(1S,4S,5R)-5-((4-cyclopropyl-1-(2,6-dimethylphenyl)-1H-pyrazol-5-yl)methoxy)-2-aza-bicyclo[2.2.1]heptane C1(CC1)C=1C=NN(C1CO[C@H]1[C@@H]2CN[C@H](C1)C2)C2=C(C=CC=C2C)C